benzylvalerate C(C1=CC=CC=C1)OC(CCCC)=O